3,5-difluorobenzyloxydibromomethane FC=1C=C(COC(Br)Br)C=C(C1)F